FC=1C=C2C(=CN(C2=CC1)CCCO)NC(=O)N1CC2=CC=C(C=C2CC1)C1=CC=CC=C1 N-(5-fluoro-1-(3-hydroxypropyl)-1H-indol-3-yl)-6-phenyl-3,4-dihydroisoquinoline-2(1H)-carboxamide